FC(S(=O)(=O)O)(F)F.C(C(C)(C)C)(=O)NO pivaloyl-hydroxylamine trifluoromethanesulfonate